(S)-3a-Hydroxy-1-(3-methoxyphenyl)-6-methyl-3,3a-dihydro-1H-pyrrolo[2,3-b]quinolin-4(2H)-one O[C@@]12C(=NC3=CC=C(C=C3C1=O)C)N(CC2)C2=CC(=CC=C2)OC